2-(2-bromo-5-chlorophenyl)ethan-1-amine BrC1=C(C=C(C=C1)Cl)CCN